COC1=CC=C(CNC(=O)NC=2C=C3C(=CN2)NC=C3C3=CC(=C2C(=N3)C3(OCC2)COCC3)OC3COC3)C=C1 1-(4-Methoxybenzyl)-3-(3-(4'-(oxetan-3-yloxy)-4,5,5',6'-tetrahydro-2H-spiro[furan-3,8'-pyrano[3,4-b]pyridin]-2'-yl)-1H-pyrrolo[2,3-c]pyridin-5-yl)urea